BrC1=CC=2CC3C(O3)C2C=C1 4-bromo-1a,6a-dihydro-6H-indeno[1,2-b]oxirene